C(C)C1=C(C=C(S1)C(=O)O)C1=NC=C(C=N1)F 5-ethyl-4-(5-fluoropyrimidin-2-yl)thiophene-2-carboxylic acid